(2S,4R)-1-((RS)-2-amino-3,3-dimethylbutanoyl)-4-hydroxy-N-((S)-1-(4-(4-methylthiazol-5-yl)phenyl)ethyl)pyrrolidine-2-carboxamide hydrochloride Cl.N[C@@H](C(=O)N1[C@@H](C[C@H](C1)O)C(=O)N[C@@H](C)C1=CC=C(C=C1)C1=C(N=CS1)C)C(C)(C)C |&1:2|